BrC1=CC(=C(C(=C1)OC)C=1C=CC=2C(=NC(=CN2)[C@H]2CNCCC2)N1)C(F)F 6-[4-bromo-2-(difluoromethyl)-6-methoxy-phenyl]-3-[(3R)-3-piperidyl]pyrido[2,3-b]pyrazine